OCC=1N=NN2C1CN(CC2)C(=O)NC2=CC(=C(C(=C2)F)F)F 3-(hydroxymethyl)-N-(3,4,5-trifluorophenyl)-6,7-dihydro-[1,2,3]triazolo[1,5-a]pyrazine-5(4H)-carboxamide